Propyl-3-butylpiperidinium acetate C(C)(=O)[O-].C(CC)[NH+]1CC(CCC1)CCCC